CS(=O)(=O)OCCCCCC#CC1=C2C(N(C(C2=CC=C1)=O)C1C(NC(CC1)=O)=O)=O 7-(2-(2,6-dioxopiperidin-3-yl)-1,3-dioxoisoindolin-4-yl)hept-6-yn-1-yl methanesulfonate